FC=1C=C2C(C(COC2=CC1C1=C(C=C(C=C1)OC)F)(C)C)NC(O[C@@H]1CN2CCC1CC2)=O (S)-quinuclidin-3-yl (6-fluoro-7-(2-fluoro-4-methoxyphenyl)-3,3-dimethylchroman-4-yl)carbamate